1-((2R,5S)-4-(6-chloro-7-(3,5-dimethyl-1H-indazol-4-yl)-2-((R)-1-(dimethylamino)propan-2-yloxy)-8-fluoroquinazolin-4-yl)-2,5-dimethylpiperazin-1-yl)prop-2-en-1-one ClC=1C=C2C(=NC(=NC2=C(C1C1=C2C(=NNC2=CC=C1C)C)F)O[C@@H](CN(C)C)C)N1C[C@H](N(C[C@@H]1C)C(C=C)=O)C